aluminum diisobutoxide monoacetoacetate C(CC(=O)C)(=O)[O-].CC(C)C[O-].CC(C)C[O-].[Al+3]